ClC1=C(OC=2C=CC=C3C[C@H](C(N(C23)C)=O)NC(=O)N)C=CC=C1 ((3R)-8-(2-chlorophenoxy)-1-methyl-2-oxo-1,2,3,4-tetrahydroquinolin-3-yl)urea